N-2-pyridinyl-N'-[3-(trimethoxysilyl)propyl]-urea N1=C(C=CC=C1)NC(=O)NCCC[Si](OC)(OC)OC